CC(COC)OCC(OCC(OC=C(C)C1=CC=C(C=C1)C(COC(COC(COC(COC)C)C)C)=C)C)C 4,7,10-trimethyl-13-(4-(4,7,10-trimethyl-2,5,8,11-tetraoxatetradec-13-en-13-yl)phenyl)-2,5,8,11-tetraoxatetradec-12-ene